O[C@@H]1C[C@@H](CC1)C=1NC(C2=C(N1)C(=NC(=C2)C2=CC=C(C=C2)N2CCOCC2)C=2C=NC=CC2)=O ((1r,3s)-3-hydroxycyclopentyl)-6-(4-morpholinophenyl)-8-(pyridin-3-yl)pyrido[3,4-d]pyrimidin-4(3H)-one